N2-(4-methoxy-3-(4,5,6,7-tetrahydro-2H-pyrazolo[4,3-b]pyridin-2-yl)phenyl)-N4,6-dimethylpyrimidine-2,4-diamine hydrochloride Cl.COC1=C(C=C(C=C1)NC1=NC(=CC(=N1)NC)C)N1N=C2C(NCCC2)=C1